C1(CC1)C=1N=CC(=NC1)N1[C@H]([C@H](CC1)NS(=O)(=O)C)CO[C@@H]1CC[C@@H](CC1)C1=CC=CC=C1 N-((2R,3S)-1-(5-cyclopropylpyrazin-2-yl)-2-((((CIS)-4-phenylcyclohexyl)oxy)methyl)pyrrolidin-3-yl)methanesulfonamide